FC=1C=C(C=CC1)C1=CC=CC(=N1)CO (6-(3-fluorophenyl)pyridin-2-yl)methanol